N1(C=CC2=CC=CC=C12)C=1C2=C(N=C(N1)NC1=CC=C(C=C1)N1CCOCC1)NC=C2 4-(1H-indol-1-yl)-N-(4-morpholinophenyl)-7H-pyrrolo[2,3-d]pyrimidin-2-amine